CC1=CC=C(C=C1)S(=O)(=O)C(C1=NC=CC=C1)NC(OC(C)(C)C)=O tert-butyl [(4-methylbenzene-1-sulfonyl) (pyridin-2-yl)methyl]carbamate